3B,7α-dihydroxy-5-cholestenoic acid OC1CC2=C[C@H]([C@H]3[C@@H]4CC[C@H]([C@@H](CCCC(C(=O)O)C)C)[C@]4(CC[C@@H]3[C@]2(CC1)C)C)O